S(=O)(=O)(ON1[C@@H]2CC[C@H](N(C1=O)C2)C(NC2CNCCCC2)=N)O (2S,5R)-2-(N-(Azepan-3-yl) carbamimidoyl)-7-oxo-1,6-diazabicyclo[3.2.1]octan-6-yl hydrogen sulfate